(4,6-Dimethoxy[1,3,5]triazin-2-yl)-4-methylmorpholinium chloride [Cl-].COC1=NC(=NC(=N1)OC)[N+]1(CCOCC1)C